C(C1=C(C(=CC(=C1)C)CCCCCCCCC)O)C1=C(C(=CC(=C1)C)CCCCCCCCC)O 2,2'-methylenebis(4-Methyl-6-nonylphenol)